Dimethylene Glycol Monopropyl Ether C(CC)OCCO